7-([1,2,4]triazolo[1,5-a]pyridin-6-yl)-4-(3,4-dichlorophenyl)-1,2,3,4-tetrahydroisoquinoline-1,1-d2 HCl salt Cl.N=1C=NN2C1C=CC(=C2)C2=CC=C1C(CNC(C1=C2)([2H])[2H])C2=CC(=C(C=C2)Cl)Cl